C(C)(C)(C)OC(=O)N1CC2(CC2C1)CO 1-(hydroxymethyl)-3-azabicyclo[3.1.0]Hexane-3-carboxylic acid tert-butyl ester